[Au].CC(P(C)C)(C)C trimethyl-(trimethylphosphine) gold